p-Cresyl-sulfate C1(=CC=C(C=C1)C)OS(=O)(=O)[O-]